C(#C)C1N(CCC(C1)=O)C(=O)[O-] 2-ethynyl-4-oxopiperidine-1-carboxylate